1-p-fluorophenyl-6-fluoro-1,4-dihydro-4-oxo-7-(1-piperazinyl)-3-quinolineacetic acid ethyl ester C(C)OC(CC1=CN(C2=CC(=C(C=C2C1=O)F)N1CCNCC1)C1=CC=C(C=C1)F)=O